[Br-].C(C1=CC=CC=C1)[N+]1=CC=C2C(=CC(NC2=C1)=O)C 7-benzyl-4-methyl-2-oxo-1H-1,7-naphthyridine-7-ium bromide